FC=1C=C(C=CC1B1OC(C(O1)(C)C)(C)C)C(=O)N1CC(N(CC1)C)(C)C (3-fluoro-4-(4,4,5,5-tetramethyl-1,3,2-dioxaborolan-2-yl)phenyl)(3,3,4-trimethylpiperazin-1-yl)methanone